(4S,5R)-5-((R)-5H-Imidazo[5,1-a]isoindol-5-yl)-4,5,6,7-tetrahydropyrazolo[1,5-a]pyridin-4-ol C=1N=CN2C1C1=CC=CC=C1[C@H]2[C@@H]2[C@@H](C=1N(CC2)N=CC1)O